CN1N=C2C(=C1C1=CC(=C(C(=C1)F)F)F)C[C@H]1CCC[C@@H]2N1C(=O)C1=CC2=C(N=C(O2)C)C=C1 ((5R,9S)-2-Methyl-3-(3,4,5-trifluorophenyl)-4,5,6,7,8,9-hexahydro-2H-5,9-epiminocycloocta[c]pyrazol-10-yl)(2-methylbenzo[d]oxazol-6-yl)methanone